6-benzhydryl-cyclohexanone C(C1=CC=CC=C1)(C1=CC=CC=C1)C1CCCCC1=O